tert-Butyl 2-(3-bromo-2-fluorobenzoyl)-2-(4-(3-methoxy-4-methylphenylcarbamoyl)cyclohexyl)hydrazinecarboxylate BrC=1C(=C(C(=O)N(NC(=O)OC(C)(C)C)C2CCC(CC2)C(NC2=CC(=C(C=C2)C)OC)=O)C=CC1)F